6-(6-(4-(9-(hydroxyamino)-9-oxononyl)piperazin-1-yl)pyridin-3-yl)-3-methyl-1H-indole-4-carboxamide ONC(CCCCCCCCN1CCN(CC1)C1=CC=C(C=N1)C=1C=C(C=2C(=CNC2C1)C)C(=O)N)=O